C(C1=CC=CC=C1)OC(OCN1C(CC(C2=CC=C(C=C12)OCCCCN1CCN(CC1)C1=CC=CC=2SC=CC21)(C)C)=O)=O Carbonic acid 7-[4-(4-benzo[b]thiophen-4-ylpiperazin-1-yl)butoxy]-4,4-dimethyl-2-oxo-3,4-dihydro-2H-quinolin-1-ylmethyl ester benzyl ester